COC1CN(C2=C(OC1)N=C1C(=C2)C=CN1)C1=C(C(=O)O)C=CC=C1 2-(3-methoxy-3,4-dihydro-2H-pyrrolo[3',2':5,6]Pyrido[2,3-b][1,4]Oxazepin-1(7H)-yl)benzoic acid